C(#N)C1(CC1)C(=O)NC=1SC(=NN1)CCCCC=1N=NC(=CC1)NC(CC1=CC(=CC=C1)OC(F)(F)F)=O 1-cyano-N-(5-(4-(6-(2-(3-trifluoromethoxyphenyl)acetamido)pyridazin-3-yl)butyl)-1,3,4-thiadiazol-2-yl)cyclopropylcarboxamide